N-(3-(tert-butyl)-1-methyl-1H-pyrazol-5-yl)-4-methyl-3-((1-(pyrazolo[1,5-a]pyrazin-3-yl)azetidin-3-yl)amino)benzamide C(C)(C)(C)C1=NN(C(=C1)NC(C1=CC(=C(C=C1)C)NC1CN(C1)C=1C=NN2C1C=NC=C2)=O)C